2-[4-({(1R)-1-[3-(difluoromethyl)-2-fluorophenyl]ethyl}amino)-2-methylpyrido[3,4-d]pyrimidin-6-yl]hexahydropyrrolo[1,2-a]pyrazin-6(2H)-one FC(C=1C(=C(C=CC1)[C@@H](C)NC=1C2=C(N=C(N1)C)C=NC(=C2)N2CC1N(CC2)C(CC1)=O)F)F